BrC1=CC=C(C=C1)N(C1=CC=C(C=C1)C)C1=CC=C(C=C1)Br N,N-bis(4-bromophenyl)-4-methylaniline